CC(C)(C)OC(=O)C(CC(=O)O)NCCC(=O)O boc-iminodipropionic acid